5-bromo-3-(bromomethyl)-1-methyl-1,2,4-triazole BrC1=NC(=NN1C)CBr